(2E)-1-[2-(4-chloro-2-fluorophenyl)-3-(3-methyl-1H-pyrrolo[2,3-b]pyridin-4-yl)-6,7-dihydropyrazolo[1,5-a]pyrazin-5(4H)-yl]-4-(dimethylamino)but-2-en-1-one ClC1=CC(=C(C=C1)C1=NN2C(CN(CC2)C(\C=C\CN(C)C)=O)=C1C1=C2C(=NC=C1)NC=C2C)F